(2E)-2,3-dibromobut-2-ene-1,4-diyl bis(bromoacetate) BrCC(=O)OC/C(=C(/COC(CBr)=O)\Br)/Br